(S)-4-methoxy-2-((1-(3-phenyl-1,2,4-oxadiazol-5-yl)ethyl)carbamoyl)pyridin-3-yl acetate C(C)(=O)OC=1C(=NC=CC1OC)C(N[C@@H](C)C1=NC(=NO1)C1=CC=CC=C1)=O